tert-butyl 6-[8-(1,3-benzothiazol-2-ylcarbamoyl)-3,4-dihydro-1H-isoquinolin-2-yl]-3-[4-[(3S)-3-[1-(2-ethoxy-2-oxo-ethyl)-4-piperidyl]butoxy]-2-methyl-phenyl]pyridine-2-carboxylate S1C(=NC2=C1C=CC=C2)NC(=O)C=2C=CC=C1CCN(CC21)C2=CC=C(C(=N2)C(=O)OC(C)(C)C)C2=C(C=C(C=C2)OCC[C@H](C)C2CCN(CC2)CC(=O)OCC)C